4-(2-hydroxy-1-methyl-2,7a-dihydro-1H-indol-3-yl)-3-(pyridin-2-yl)-1H-isochromen-1-one OC1N(C2C=CC=CC2=C1C1=C(OC(C2=CC=CC=C12)=O)C1=NC=CC=C1)C